6-(5-(1-((1H-imidazol-4-yl)methyl)piperidin-4-yl)-3-isopropyl-1H-indol-2-yl)-2-methylimidazo[1,2-a]pyridine N1C=NC(=C1)CN1CCC(CC1)C=1C=C2C(=C(NC2=CC1)C=1C=CC=2N(C1)C=C(N2)C)C(C)C